3-(8-fluoro-2H-chromen-4-yl)-1,5-dihydro-4H-pyrazolo[3,4-d]pyrimidin-4-one FC=1C=CC=C2C(=CCOC12)C1=NNC=2N=CNC(C21)=O